O=C1NC(CCC1N1C(N(C2=C1C=CC(=C2)OCCCN(C(=O)C2=CC(=C(C=C2)B(O)O)C)C)C)=O)=O 4-[(3-{[1-(2,6-dioxopiperidin-3-yl)-3-methyl-2-oxo-1,3-benzodiazol-5-yl]oxy}propyl)(methyl)carbamoyl]-2-methylphenylboronic acid